C(C=C)(=O)N1CC(CC1)C=1C=C(N2C=NC=CC21)C2=CC=C(C(=O)NC1=NC=CC=C1)C=C2 4-(5-(1-acryloylpyrrolidin-3-yl)pyrrolo[1,2-c]pyrimidin-7-yl)-N-(pyridin-2-yl)benzamide